C(C1=CC=CC=C1)(C1=CC=CC=C1)(C1=CC=CC=C1)SN[C@@H](CS)C(=O)O tritylthio-L-cysteine